(±)-2,2'-(furan-2,5-diylbis(oxazolidine-2,3-diyl))bis(ethan-1-ol) O1C(=CC=C1C1OCCN1CCO)C1OCCN1CCO